5-methoxy-2H-spiro[benzofuran-3,4'-piperidine]-1'-carboxylic acid tert-butyl ester C(C)(C)(C)OC(=O)N1CCC2(CC1)COC1=C2C=C(C=C1)OC